N-[2-[(4-bromothiazol-2-yl)amino]-2-oxoethyl]-1-tert-butyl-pyrrole-3-carboxamide BrC=1N=C(SC1)NC(CNC(=O)C1=CN(C=C1)C(C)(C)C)=O